O1N=C(C=N1)C1=NON=C1 Bifurazan